CN(C([C@@H](C1=CC=C(C=C1)C1=C(N=CS1)C)NC(=O)[C@H]1NC[C@@H](C1)O)=O)C (2S,4R)-N-((R)-2-(dimethylamino)-1-(4-(4-methylthiazol-5-yl)phenyl)-2-oxoethyl)-4-hydroxypyrrolidine-2-carboxamide